3,3'-((3-methoxyphenyl)azanediyl)bis(propane-1-sulfonate) COC=1C=C(C=CC1)N(CCCS(=O)(=O)[O-])CCCS(=O)(=O)[O-]